CC=1C=2N(C=C(N1)C)N=C(C2)C2=CC1=CN(N=C1C(=C2)F)[C@H]2CCN(C1(CC1)C2)C(=O)OC(C)(C)C tert-butyl (7S)-7-[5-(4,6-dimethylpyrazolo[1,5-a]pyrazin-2-yl)-7-fluoro-indazol-2-yl]-4-azaspiro[2.5]octane-4-carboxylate